N1-methyl-9H-pyrido[3,4-b]indole-1,3-dicarboxamide CNC(=O)C1=NC(=CC2=C1NC1=CC=CC=C21)C(=O)N